ClC1=C(C=C(C=C1)NC(=O)NC1=C(C(=C(C=C1)F)C(=O)C=1C=C2N=C(C=NC2=CC1)N1CCCC1)F)F 1-(4-chloro-3-fluorophenyl)-3-(2,4-difluoro-3-(3-(pyrrolidin-1-yl)quinoxaline-6-carbonyl)phenyl)urea